tert-butyl (1S,5R)-3-oxa-7,9-diazabicyclo[3.3.1]nonane-9-carboxylate [C@@H]12COC[C@@H](CNC1)N2C(=O)OC(C)(C)C